(R)-5-((1-(benzyloxy)prop-2-yl)oxy)-N-(2-fluoro-4-nitrophenyl)-6-methoxyquinazolin-4-amine C(C1=CC=CC=C1)OC[C@@H](C)OC1=C2C(=NC=NC2=CC=C1OC)NC1=C(C=C(C=C1)[N+](=O)[O-])F